(2S,3S,4R,5R)-5-(6-(3-methylbenzylamino)-2-(5-methylpyridin-3-yl)-9H-purin-9-yl)-3,4-dihydroxyl-N-methyl-tetrahydrofuran-2-formamide CC=1C=C(CNC2=C3N=CN(C3=NC(=N2)C=2C=NC=C(C2)C)[C@H]2[C@@H]([C@@H]([C@H](O2)C(=O)NC)O)O)C=CC1